2-(2-((7-cyclopropyl-2-(2,2,2-trifluoroacetyl)-1,2,3,4-tetrahydroisoquinolin-6-yl)amino)-5-(trifluoromethyl)pyrimidin-4-yl)-6,7-dihydrothieno[3,2-c]pyridin-4(5H)-one C1(CC1)C1=C(C=C2CCN(CC2=C1)C(C(F)(F)F)=O)NC1=NC=C(C(=N1)C1=CC=2C(NCCC2S1)=O)C(F)(F)F